4-(4-fluorophenoxy)-6-(1-methyl-1H-pyrazol-4-yl)-isoquinoline FC1=CC=C(OC2=CN=CC3=CC=C(C=C23)C=2C=NN(C2)C)C=C1